C1(CC1)N1C(=NC=2C1=NC(=CC2)C2=CC=C(C=C2)N2CCN(CC2)C(C)C)C2=CC(=C(C=C2)OC)OC 3-cyclopropyl-2-(3,4-dimethoxyphenyl)-5-(4-(4-isopropylpiperazin-1-yl)phenyl)-3H-imidazo[4,5-b]pyridine